2-(1-acryloyl-4-(6-chloro-8-fluoro-7-(2-(trifluoro-methyl)phenyl)quinazolin-4-yl)piperazin-2-yl)acetonitrile C(C=C)(=O)N1C(CN(CC1)C1=NC=NC2=C(C(=C(C=C12)Cl)C1=C(C=CC=C1)C(F)(F)F)F)CC#N